C1(=CC=CC=C1)C(\C=C\S(=O)(=O)C1=CC=C(C=C1)C(F)(F)F)=O (E)-1-phenyl-3-((4-(trifluoromethyl)phenyl)sulfonyl)prop-2-en-1-one